Methyl 2-bromomethyl-3-(tert-butyl-dimethyl-silyloxy)-benzoate BrCC1=C(C(=O)OC)C=CC=C1O[Si](C)(C)C(C)(C)C